5-([1,2,4]triazolo[1,5-a]pyridin-6-yl)-N-(4-(S-methylsulfonimidoyl)phenyl)-1-(6-methylpyridin-2-yl)-1H-pyrazole-3-carboxyamide N=1C=NN2C1C=CC(=C2)C2=CC(=NN2C2=NC(=CC=C2)C)CC(=O)NC2=CC=C(C=C2)S(=O)(=N)C